4-pyridinecarboxylic acid N1=CC=C(C=C1)C(=O)O